(3-((2-amino-4-(butylamino)-6-methylpyrimidin-5-yl)thio)-4-methoxyphenyl)methanol NC1=NC(=C(C(=N1)NCCCC)SC=1C=C(C=CC1OC)CO)C